FC1(CN(C1)C(=O)C=1C=C2N(N1)C(CC2)C2=CC=CC=C2)F (3,3-Difluoroazetidin-1-yl)-(6-phenyl-5,6-dihydro-4H-pyrrolo[1,2-b]pyrazol-2-yl)methanone